6-fluoropyridin-2-yl-5-methylbenzenesulfonamide FC1=CC=CC(=N1)C1=C(C=C(C=C1)C)S(=O)(=O)N